ClC=1C=C2C(=NC=NC2=C(C1)C(F)(F)F)N[C@@H](C)C1=NC=NN1C1=CC(=NC=N1)NC(=O)C1CC1 N-[6-[5-[(1S)-1-[[6-chloro-8-(trifluoromethyl)quinazolin-4-yl]amino]ethyl]-1,2,4-triazol-1-yl]pyrimidin-4-yl]cyclopropanecarboxamide